FC1(C(OC(C(O1)(F)F)(C(F)(F)F)F)=O)C(F)(F)F Perfluoro-3,6-dimethyl-1,4-dioxan-2-one